C(C)(C)(C)OC(=O)N(C1CCN(CC1)C1=CC(=C(C=2N1C=C(N2)C)C(=O)O)Cl)C2CC2 5-[4-[tert-butoxycarbonyl(cyclopropyl)amino]-1-piperidyl]-7-chloro-2-methyl-imidazo[1,2-a]pyridine-8-carboxylic acid